CCCCCCBr N-hexyl bromide